(cis-4-((4-(1H-pyrazol-1-yl)pyridin-2-yl)amino)cyclohexyl)carbamic acid tert-butyl ester C(C)(C)(C)OC(N[C@@H]1CC[C@@H](CC1)NC1=NC=CC(=C1)N1N=CC=C1)=O